3-({3-chloro-7H-pyrrolo[2,3-c]pyridazin-7-yl}methyl)-1-methylpiperidine ClC1=CC2=C(N=N1)N(C=C2)CC2CN(CCC2)C